phenyl-N,N'-bis(3-methylphenyl)-1,1'-biphenyl-4,4'-diamine C1(=CC=CC=C1)C1=C(C=CC(=C1)NC1=CC(=CC=C1)C)C1=CC=C(C=C1)NC1=CC(=CC=C1)C